N-[2-(ethanesulfonyloxy)phenyl]-N'-[4-(benzenesulfonyloxy)phenyl]urea C(C)S(=O)(=O)OC1=C(C=CC=C1)NC(=O)NC1=CC=C(C=C1)OS(=O)(=O)C1=CC=CC=C1